benzyl (2R,4S,5R)-4-acetoxy-5-(tert-butoxycarbonylamino)-2-phenylsulfanyl-6-[(1S,2R)-1,2,3-triacetoxypropyl]tetrahydropyran-2-carboxylate C(C)(=O)O[C@H]1C[C@](OC([C@@H]1NC(=O)OC(C)(C)C)[C@@H]([C@@H](COC(C)=O)OC(C)=O)OC(C)=O)(C(=O)OCC1=CC=CC=C1)SC1=CC=CC=C1